ClC=1C(=C(C=CC1Cl)NC1=NC=NC2=CC(=C(C=C12)OC1CCC(CC1)CN1CC(N(C(C1)C)C=1C=C2C(N(C(C2=CC1)=O)C1C(NC(CC1)=O)=O)=O)C)OC)F 5-(4-((4-((4-((3,4-dichloro-2-fluorophenyl)amino)-7-methoxyquinazolin-6-yl)oxy)cyclohexyl)methyl)-2,6-dimethylpiperazin-1-yl)-2-(2,6-dioxopiperidin-3-yl)isoindoline-1,3-dione